(E)-6-bromopyridine BrC1=CC=CC=N1